2-(3-(adamantan-1-yl)-4-methoxyphenyl)-1,2,3,4-tetrahydroisoquinoline-6-carboxylic acid C12(CC3CC(CC(C1)C3)C2)C=2C=C(C=CC2OC)N2CC3=CC=C(C=C3CC2)C(=O)O